BrC1=C(C=C2C3(C(NC2=C1)=O)CC3)C(=O)OC Methyl 6'-bromo-2'-oxospiro[cyclopropane-1,3'-indoline]-5'-carboxylate